C(C)(C)(C)OC(=O)N([C@H](C(=O)N[C@H](C(=O)N1CCN(CC1)C(=O)OCC1=CC=CC=C1)C1CCCCC1)C)C benzyl 4-((S)-2-((S)-2-((tert-butoxycarbonyl) (methyl)amino)propanamido)-2-cyclohexylacetyl)piperazine-1-carboxylate